4-[3-(1-fluoroethyl)cyclohexen-1-yl]but-3-en-2-one FC(C)C1C=C(CCC1)C=CC(C)=O